2,4-difluoro-3,5-dichloroaniline FC1=C(N)C=C(C(=C1Cl)F)Cl